BrC1=CC(=CC=C1)OCC(C(F)(F)F)(C)C 1-bromo-3-(3,3,3-trifluoro-2,2-dimethylpropoxy)benzene